P(OCC(F)(F)F)(OCC(F)(F)F)OCC(F)(F)F tri(trifluoroethyl) phosphite